BrC1=CC2=C(C=3N(CCC2OC2=C(C=C(C=C2)F)F)N=NC3C)C=C1 9-bromo-7-(2,4-difluorophenoxy)-1-methyl-6,7-dihydro-5H-benzo[c][1,2,3]triazolo[1,5-a]azepine